(2R,3S,4S)-2-({4-[2-(azetidin-1-yl)-1,3-thiazol-5-yl]phenyl}methyl)-4-hydroxypyrrolidin N1(CCC1)C=1SC(=CN1)C1=CC=C(C=C1)C[C@H]1NC[C@H](C1)O